(2S)-N-(benzo[d]oxazol-5-ylmethyl)-N-(bicyclo[4.1.0]heptan-3-yl)-1-tosylpyrrolidine-2-carboxamide O1C=NC2=C1C=CC(=C2)CN(C(=O)[C@H]2N(CCC2)S(=O)(=O)C2=CC=C(C)C=C2)C2CC1CC1CC2